[Br-].C1(=CC=CC=C1)P(C1=CC=CC=C1)C1=CC=CC=C1.C1(=CC=CC=C1)P(C1=CC=CC=C1)C1=CC=CC=C1 bistriphenylphosphine bromide